C(C)S(=O)(=O)C1=C(N=C2N1C=CC(=C2)C(F)(F)F)C2=COC1=CC(=CC=C1C2=O)C(F)(F)F 3-[3-ethylsulfonyl-7-(trifluoromethyl)-imidazo[1,2-a]pyridin-2-yl]-7-(trifluoromethyl)chromen-4-one